OC1[C@H](NCC1)C(=O)O 3-hydroxyproline